N-(1-(methylsulfonyl)piperidin-4-yl)-5-propoxy-6-(1H-pyrazol-4-yl)-[1,2,4]triazolo[1,5-a]pyridin-2-amine CS(=O)(=O)N1CCC(CC1)NC1=NN2C(C=CC(=C2OCCC)C=2C=NNC2)=N1